tert-Butyl (3R)-3-({5-[5-fluoro-2-(trifluoromethyl)phenyl]-1-trityl-1H-indazol-3-yl}carbamoyl)piperidine-1-carboxylate FC=1C=CC(=C(C1)C=1C=C2C(=NN(C2=CC1)C(C1=CC=CC=C1)(C1=CC=CC=C1)C1=CC=CC=C1)NC(=O)[C@H]1CN(CCC1)C(=O)OC(C)(C)C)C(F)(F)F